2-(4-ethoxyphenyl)-4-methyl-1-(4-sulfamoylphenyl)-1H-pyrrole C(C)OC1=CC=C(C=C1)C=1N(C=C(C1)C)C1=CC=C(C=C1)S(N)(=O)=O